2,3-dihydro-1H-isoindol-1-one C1(NCC2=CC=CC=C12)=O